(4-{6-[2-(2-Cyano-5,6-difluoro-4-methyl-indol-1-yl)-ethylamino]-pyrimidin-4-yl}-2-ethoxy-phenylamino)-acetic acid C(#N)C=1N(C2=CC(=C(C(=C2C1)C)F)F)CCNC1=CC(=NC=N1)C1=CC(=C(C=C1)NCC(=O)O)OCC